(R)-3-(4-(4-((1-(3-(difluoromethyl)-2-fluorophenyl)ethyl)amino)-2-methyl-8,9-dihydrofuro[2,3-H]quinazolin-6-yl)-5,6-dihydropyridin-1(2H)-yl)-3-oxopropanenitrile FC(C=1C(=C(C=CC1)[C@@H](C)NC1=NC(=NC2=C3C(=C(C=C12)C1=CCN(CC1)C(CC#N)=O)OCC3)C)F)F